BrC1=CC2=C(OCCN2)N=C1OCC 7-bromo-6-ethoxy-2,3-dihydro-1H-pyrido[2,3-b][1,4]oxazine